CS(=O)(=O)OC(C)C1=CC(=CC=C1)S(=O)(=O)C1=CC(=C(C=C1)NC1=NN2C=NC(=C(C2=N1)OC(C)C)C=1C=NN(C1)C(C)OCC)F 1-{3-[4-({7-[1-(1-ethoxyethyl)pyrazol-4-yl]-8-isopropoxy-[1,2,4]triazolo[1,5-c]pyrimidin-2-yl}amino)-3-fluorobenzenesulfonyl]phenyl}ethyl methanesulfonate